ClC=1C=C(N)C=C(C1OC=1N=NC(=C(C1)C(C)OC1OCCCC1)Cl)Cl 3,5-dichloro-4-((6-chloro-5-(1-((tetrahydro-2H-pyran-2-yl)oxy)ethyl)pyridazin-3-yl)oxy)aniline